ethyl 2-fluoro-3-(4-fluorophenyl)-3-hydroxy-2-methylpropanoate FC(C(=O)OCC)(C(O)C1=CC=C(C=C1)F)C